FC(O[C@H]1C[C@H](C1)NC(=O)C=1C=NN(C1)C12CC(C1)(C2)C(=O)OC)(F)F methyl 3-(4-{[cis-3-(trifluoromethoxy)cyclobutyl]carbamoyl}-1H-pyrazol-1-yl)bicyclo[1.1.1]pentane-1-carboxylate